NC=C(C(=O)NC=1C=CC=C2C(=CNC12)C=1C=NNC1)CC1=CC=CC=C1 3-amino-2-benzyl-N-[3-(1H-pyrazol-4-yl)-1H-indol-7-yl]acrylamide